(4-bromo-2-methoxyphenyl)-4-(methylthio)pyrrolo[1,2-d][1,2,4]triazine BrC1=CC(=C(C=C1)C=1C=2N(C(=NN1)SC)C=CC2)OC